ClC=1C=C(C=CC1F)NC(N(CC1=NNC=2CCCCC12)C=1C=NN(C1)C)=O 3-(3-Chloro-4-fluorophenyl)-1-(1-methyl-1H-pyrazol-4-yl)-1-((4,5,6,7-tetrahydro-1H-indazol-3-yl)methyl)urea